bicyclo[3.3.1]nonane-2,6-dione C12C(CCC(C(CC1)=O)C2)=O